CC(CCO)=C=CCC 3-methylhepta-3,4-dien-1-ol